Tri(2,2,3,3-Tetramethyl-1-butyl)citrat CC(CC(C(C(C(=O)[O-])(CC(C(C)(C)C)(C)C)CC(C(C)(C)C)(C)C)(O)C(=O)[O-])C(=O)[O-])(C(C)(C)C)C